isooctyl (methyl)acrylate CC(C(=O)OCCCCCC(C)C)=C